C(C)(C)(C)OC(=O)N1CC(N(CC1)C=1N=C(N2C1[C@H](N(CC2)C(C2=CC=C(C=C2)F)=O)C)C2=NC(=NS2)C)=O.C(=O)(C(=C)C)[Si](OC)(OC)OC methacryl-trimethoxysilane Tert-butyl-(R)-4-(7-(4-fluorobenzoyl)-8-methyl-3-(3-methyl-1,2,4-thiadiazol-5-yl)-5,6,7,8-tetrahydroimidazo[1,5-a]pyrazin-1-yl)-3-oxopiperazine-1-carboxylate